OC(C(O)(O)O)NC(CN)C N'-tetrahydroxyethyl-propylenediamine